BrC1=CC2=C(N=C(N=C2N[C@H](C)C2=C(C(=CC=C2)C(F)(F)F)C)C)N=C1 6-bromo-2-methyl-N-{(1R)-1-[2-methyl-3-(trifluoromethyl)phenyl]ethyl}-pyrido[2,3-d]pyrimidin-4-amine